C(C)(=O)NC1=CC=C(C=C1)C(C(=O)N)C(CO)N1CCOC2(CCN(C2)C2=CC=C(C=C2)OC(F)(F)F)C1 (4-Acetamidophenyl)-4-hydroxy-3-{2-[4-(trifluoromethoxy)phenyl]-6-oxa-2,9-diazaspiro[4.5]decan-9-yl}butanamid